(E)-ethyl 4-(3-chloro-4-(3-(2-chloropyridin-4-yl)acryloyloxy)-5-methoxyphenyl)-6-methyl-2-thioxo-1,2,3,4-tetrahydropyrimidine-5-carboxylate ClC=1C=C(C=C(C1OC(\C=C\C1=CC(=NC=C1)Cl)=O)OC)C1NC(NC(=C1C(=O)OCC)C)=S